C(CCCCCCC)SCC=1C=C(C(=C(C1)CSCCCCCCCC)OP(=O)=O)C 4,6-bis(octylthiomethyl)-phosphocresol